COCC=1C=CC=2N(C1)C=CN2 6-(methoxymethyl)imidazo[1,2-a]pyridine